ClC=1C(=CC2=C(N=C(O2)C2=CC=C(C=C2)O)C1)O 5-Chloro-2-(4-hydroxy-phenyl)-benzooxazol-6-ol